[Na+].C(CCCCCCCCCCC)NC(C(=O)[O-])C dodecylaminopropionic acid sodium salt